BrC=1C(=C(C#N)C=CC1)C=1C(=NN(C1)CC)C(F)(F)F 3-Bromo-2-(1-ethyl-3-(trifluoromethyl)-1H-pyrazol-4-yl)benzonitrile